propylaminotri(trimethyl-siloxy)silane C(CC)N[Si](O[Si](C)(C)C)(O[Si](C)(C)C)O[Si](C)(C)C